glutamyl-leucyl-phenylalanyl-prolyl-seryl-threonyl-asparaginyl-prolyl-histidyl-seryl-proline N[C@@H](CCC(=O)O)C(=O)N[C@@H](CC(C)C)C(=O)N[C@@H](CC1=CC=CC=C1)C(=O)N1[C@@H](CCC1)C(=O)N[C@@H](CO)C(=O)N[C@@H]([C@H](O)C)C(=O)N[C@@H](CC(N)=O)C(=O)N1[C@@H](CCC1)C(=O)N[C@@H](CC1=CNC=N1)C(=O)N[C@@H](CO)C(=O)N1[C@@H](CCC1)C(=O)O